4-(5-{4-[(S)-1-(3-fluoro-propyl)-pyrrolidin-3-yloxy]-phenyl}-2-hydroxy-8,9-dihydro-7H-benzocyclohepten-6-yl)-cyclohexanone FCCCN1C[C@H](CC1)OC1=CC=C(C=C1)C1=C(CCCC2=C1C=CC(=C2)O)C2CCC(CC2)=O